propyl-trimethyl-oxysilane Ethyl-(S)-1-(1-fluoropropan-2-yl)-1H-imidazole-4-carboxylate C(C)OC(=O)C=1N=CN(C1)[C@H](CF)C.C(CC)[Si](OC)(OC)OC